2-[[(1R)-1-[2-(4-Cyano-2-fluoro-phenyl)-6-methyl-4-oxo-chromen-8-yl]ethyl]amino]benzoic acid C(#N)C1=CC(=C(C=C1)C=1OC2=C(C=C(C=C2C(C1)=O)C)[C@@H](C)NC1=C(C(=O)O)C=CC=C1)F